5-aminomethyl-2-(difluoromethoxy)benzonitrile NCC=1C=CC(=C(C#N)C1)OC(F)F